C1(=CC=CC=C1)N(C(NCC1CCC(CC1)COCC(=O)O)=O)C1=CC=C(C=C1)C 2-(((1r,4r)-4-((3-phenyl-3-p-tolylureido)methyl)cyclohexyl)methoxy)acetic acid